OC=1C=CC=C2CC[C@H](CC12)N(CCC)CCC |r| (±)-8-hydroxy-2-(dipropylamino)tetralin